4-bromo-1-((2-(trimethylsilyl)ethoxy)methyl)-1H-pyrazol-5-amine BrC=1C=NN(C1N)COCC[Si](C)(C)C